N-(6-bromopyridin-2-yl)-N-(3-buten-1-yl)acetamide tert-butyl-N-[(3R)-7-bromo-5-[(4-chlorophenyl)methyl]-8-fluoro-4-oxo-2,3-dihydro-1,5-benzothiazepin-3-yl]carbamate C(C)(C)(C)OC(N[C@H]1CSC2=C(N(C1=O)CC1=CC=C(C=C1)Cl)C=C(C(=C2)F)Br)=O.BrC2=CC=CC(=N2)N(C(C)=O)CCC=C